COC(C[C@@H](CN=[N+]=[N-])NC(=O)OC(C)(C)C)=O (S)-4-azido-3-((tert-butoxycarbonyl)amino)butanoic acid methyl ester